C(=O)(O)CCN(CCC(=O)[O-])CCCCCCCC.[Na+] sodium N-(2-carboxyethyl)-N-octyl-β-alaninate